4-ANTIPYRINECARBOXALDEHYDE CC1=C(C(=O)N(N1C)C2=CC=CC=C2)C=O